((4-(5-methyl-2-oxopyridin-1(2H)-yl) phenoxy) (phenoxy) phosphoryl)-L-alaninate CC=1C=CC(N(C1)C1=CC=C(OP(=O)(OC2=CC=CC=C2)N[C@@H](C)C(=O)[O-])C=C1)=O